[Mg].C(C)OS(=O)(=O)C1=CC=C(C=C1)S(=O)(=O)C (2S,3R)-p-methylsulfonylbenzenesulfonic acid ethyl ester magnesium salt